OC1=C(C=NC2=CN=C(C=C12)C(F)(F)F)C(=O)OCC ethyl 4-hydroxy-6-(trifluoromethyl)-1,7-naphthyridine-3-carboxylate